2,3,5-triphenyltetrazolium chloride monohydrate C1=CC=C(C=C1)C2=NN([N+](=N2)C3=CC=CC=C3)C4=CC=CC=C4.O.[Cl-]